C1(CC1)CN1CC[C@]23CCN(CC[C@]2([C@H]1CC1=CC=C(C=C13)C(=O)NC)O)C(CC1=NC=CC=C1)=O (5aS,6R,11bR)-14-(cyclopropylmethyl)-5a-hydroxy-N-methyl-3-(2-(pyridin-2-yl)acetyl)-1,2,3,4,5,5a,6,7-octahydro-6,11b-(epiminoethano)naphtho[1,2-d]azepine-10-carboxamide